C(C)(C)(C)C1=CC=C(C=C1)C[C@H](CN1C[C@H](O[C@H](C1)C)C)C |&1:11| (+-)-cis-4-(3-(4-tert-butylphenyl)-2-methylpropyl)-2,6-dimethyl-morpholine